1-(4-((6-(trans-4-(3,4-dihydroisoquinolin-2(1H)-yl)-3-hydroxypiperidine-1-carbonyl)-2-methoxypyrimidine-4-yl)amino)piperidin-1-yl)ethan-1-one C1N(CCC2=CC=CC=C12)[C@H]1[C@@H](CN(CC1)C(=O)C1=CC(=NC(=N1)OC)NC1CCN(CC1)C(C)=O)O